N-{9-azabicyclo[4.2.1]nonan-2-yl}-1-(4-chlorophenyl)cyclopropane-1-carboxamide C12C(CCCC(CC1)N2)NC(=O)C2(CC2)C2=CC=C(C=C2)Cl